[7-(3-Amino-1-methyl-indazol-6-yl)pyrazolo[1,5-a]pyridin-3-yl]-(1-piperidyl)methanone NC1=NN(C2=CC(=CC=C12)C1=CC=CC=2N1N=CC2C(=O)N2CCCCC2)C